FC1=CC=C(C=C1)C1=CC=2C(=NC=C(C2)C=2C=C(C(=O)N[C@H](CO)CC)C=CC2)N1 (S)-3-(2-(4-fluorophenyl)-1H-pyrrolo[2,3-b]pyridin-5-yl)-N-(1-hydroxybutan-2-yl)benzamide